1-cyclopropyl-1-(imidazo[1,2-a]pyridin-7-ylmethyl)-3-(4-(trifluoromethoxy)phenyl)urea C1(CC1)N(C(=O)NC1=CC=C(C=C1)OC(F)(F)F)CC1=CC=2N(C=C1)C=CN2